BrC=1C=NC(=NC1)C1(CC1)S(=O)(=O)C 5-bromo-2-(1-methanesulfonylcyclopropyl)pyrimidine